3-(2-Butoxyphenyl)-1,5-dimethyl-pyrazol-4-ol C(CCC)OC1=C(C=CC=C1)C1=NN(C(=C1O)C)C